p-tertiary amyl-benzyl chloride C(C)(C)(CC)C1=CC=C(CCl)C=C1